C(#N)[C@H](C)NC1=C(C=NC(=C1)C1=CC=C2N1N=CC(=C2)C#N)C2=NN=C(S2)N2CC1CCC(C2)N1C(=O)OC(C)(C)C tert-butyl 3-[5-(4-{[(1S)-1-cyanoethyl]amino}-6-{3-cyanopyrrolo[1,2-b]pyridazin-7-yl}pyridin-3-yl)-1,3,4-thiadiazol-2-yl]-3,8-diazabicyclo[3.2.1]octane-8-carboxylate